5-fluoro-4-(2-((R)-2-(2-isopropylphenyl)-4-(4-methoxybenzyl)piperazin-1-yl)-7-azaspiro[3.5]non-7-yl)benzamide FC=1C(=CC=C(C(=O)N)C1)N1CCC2(CC(C2)N2[C@@H](CN(CC2)CC2=CC=C(C=C2)OC)C2=C(C=CC=C2)C(C)C)CC1